BrC=1C=C(C=CC1)NC(=O)NC1=C(C(=CC=C1)Cl)CO 1-(3-bromophenyl)-3-(3-chloro-2-hydroxymethylphenyl)urea